(E)-3-cyclopropyl-2-(5-(2-ethoxyvinyl)-1-methyl-2-oxo-1,2-dihydropyridin-3-yl)propionitrile C1(CC1)CC(C#N)C=1C(N(C=C(C1)\C=C\OCC)C)=O